O1CCN(CC1)C1=C2C=C(N(C2=NC=N1)COCC[Si](C)(C)C)C1=CC=C(C=C1)NC(=O)C1(CC1)C1=CC(=CC=C1)Br N-[p-(4-morpholino-1-{[2-(trimethylsilyl)ethoxy]methyl}-1H-1,5,7-triazainden-2-yl)phenyl]1-(m-bromophenyl)cyclopropanecarboxamide